3a,4,5,6,7,7a-hexahydro-1,3-benzoxazol O1C=NC2C1CCCC2